C(C(C)C)(=O)OC1=C2C(=CNC2=CC=C1)CCN(C)CC=C 3-(2-(allyl (methyl) amino) ethyl)-1H-indol-4-yl isobutyrate